3-{[(5-chloropyridin-2-yl)oxy]methyl}-2-{[5-methyl-2-(pyrimidin-2-yl)phenyl]carbonyl}-2-azabicyclo[3.1.1]heptane ClC=1C=CC(=NC1)OCC1N(C2CC(C1)C2)C(=O)C2=C(C=CC(=C2)C)C2=NC=CC=N2